1,3-bis-(tert.-butylperoxy-isopropyl)-benzene C(C)(C)(C)OOC(C)(C)C1=CC(=CC=C1)C(C)(C)OOC(C)(C)C